C(#N)C1=CC=C(C=C1)NC(=O)N[C@@H]1C(N(C[C@H]1C1=C(C=C(C=C1F)OC)F)C)=O |o1:12,16| (-)-1-(4-cyanophenyl)-3-[(3S*,4R*)-4-(2,6-difluoro-4-methoxyphenyl)-1-methyl-2-oxopyrrolidin-3-yl]urea